C1(CC1)C#CC1C2C(N(C1)C(C=O)(C1CCCCC1)NC(C1=CC=C(C=C1)C=1N=C(SC1)N1CCN(CC1)C)=O)C(CO2)=O N-[1-(6-(cyclopropylethynyl)-3-oxo-hexahydro-furo[3,2-b]pyrrol-4-yl)-1-cyclohexyl-2-oxo-ethyl]-4-[2-(4-methyl-piperazin-1-yl)-thiazol-4-yl]-benzamide